NC(CC1=C(C=C(C(=C1)OC)C)OC)C 2-amino-1-(2,5-dimethoxy-4-methylphenyl)propane